C(=O)NC1CC(N(C(C1)(C)C)O)(C)C N-formyl-N-(1-oxyl-2,2,6,6-tetramethylpiperidine-4-yl)amine